(1-isopropyl-1H-imidazol-4-yl)[(1R,5S,6r)-6-(1H-tetrazol-5-yl)-3-azabicyclo[3.1.0]hex-3-yl]methanone C(C)(C)N1C=NC(=C1)C(=O)N1C[C@H]2C([C@H]2C1)C1=NN=NN1